4-amino-7-bromo-2,3-dihydro-1H-indene-5-carboxylic acid methyl ester COC(=O)C=1C(=C2CCCC2=C(C1)Br)N